(Z)-10-pentadecenoate C(CCCCCCCC\C=C/CCCC)(=O)[O-]